(2S,3R,4R,5S)-3-(3,4-Difluoro-2-methoxyphenyl)-4,5-dimethyl-N-(2-(2-methyl-2H-tetrazol-5-yl)pyridin-4-yl)-5-(trifluoromethyl)tetrahydrofuran-2-carboxamide FC=1C(=C(C=CC1F)[C@@H]1[C@H](O[C@@]([C@@H]1C)(C(F)(F)F)C)C(=O)NC1=CC(=NC=C1)C=1N=NN(N1)C)OC